CC1=CC=C(C=C1)C=1SC=C(N1)COCCCCCCN1C[C@@H]([C@H]([C@@H]([C@H](C1)O)O)O)O (3S,4R,5R,6S)-1-(6-{[2-(4-methylphenyl)-1,3-thiazol-4-yl]methoxy}hexyl)-3,4,5,6-azepanetetrol